C(=O)C1CCNCC1 4-FORMYLPIPERIDINE